(5S,7S)-7-(3-(2-(1H-pyrrolo[2,3-b]pyridin-3-yl)thiazol-4-yl)phenyl)-5-methyl-6,7-dihydro-5H-cyclopenta[b]pyridine-5,7-diol N1C=C(C=2C1=NC=CC2)C=2SC=C(N2)C=2C=C(C=CC2)[C@]2(C[C@@](C=1C2=NC=CC1)(O)C)O